1-[(1S,6R)-3-azabicyclo[4.1.0]hept-1-ylmethoxy]-7-(propan-2-yloxy)isoquinoline-6-carboxamide [C@]12(CNCC[C@H]2C1)COC1=NC=CC2=CC(=C(C=C12)OC(C)C)C(=O)N